OC1=C(C=CC=C1C(=O)O)N=NC1=CC=CC=C1 hydroxy-3'-carboxyazobenzene